1-(4-methoxyphenyl)-N-((4-methoxyphenyl)methyl)methylamine COC1=CC=C(C=C1)CNCC1=CC=C(C=C1)OC